BrC1=CC=C(C=C1)N1[C@H]2CO[C@@H](C1)C2 (1R,4R)-5-(4-Bromophenyl)-2-oxa-5-azabicyclo[2.2.1]heptane